CONC(CC1C(C=CC=C1)(C1=CC=CC=C1)C1=CC=CC=C1)=O n-methoxy-2,2-diphenyl-phenylacetamide